FC=1C(=CC2=C(N(C=N2)C2C(NC(CC2)=O)=O)C1)N1CCNCC1 3-(6-Fluoro-5-(piperazin-1-yl)-1H-benzimidazol-1-yl)piperidine-2,6-dione